O=C1N(C(CC1)=O)OC(CCCCCCCCCCCCCCC(=O)NCCO[C@@H]1[C@@H](O)[C@@H](O[C@@H]2[C@@H](O)[C@@H](O)[C@H](O)[C@H](O2)CO)[C@H](O)[C@H](O1)CO[C@@H]1[C@@H](O)[C@@H](O)[C@H](O)[C@H](O1)CO)=O 16-[(2,5-Dioxopyrrolidin-1-yl)oxy]-N-(2-{[α-D-mannopyranosyl-(1→3)-[α-D-mannopyranosyl-(1→6)]-α-D-mannopyranosyl]oxy}ethyl)-16-oxo-hexadecanamide